Ethyl 2,2-difluoropropanoate FC(C(=O)OCC)(C)F